C(C)C1=CC(=CC=C1)C 1-ethyl-3-methyl-benzene